12-methacryloxydodecyltriethoxysilane C(C(=C)C)(=O)OCCCCCCCCCCCC[Si](OCC)(OCC)OCC